4-(6,8-diphenylimidazo[1,2-a]pyridin-2-yl)benzenethiol C1(=CC=CC=C1)C=1C=C(C=2N(C1)C=C(N2)C2=CC=C(C=C2)S)C2=CC=CC=C2